N-[7-chloro-6-(4-hydroxy-4-methylpiperidin-1-yl)isoquinolin-3-yl]cyclopropanecarboxamide ClC1=C(C=C2C=C(N=CC2=C1)NC(=O)C1CC1)N1CCC(CC1)(C)O